6-(3-(4-(benzo[d]isothiazol-3-yl)piperazin-1-yl)propoxy)-2-(4-fluorophenyl)pyridazin-3(2H)-one S1N=C(C2=C1C=CC=C2)N2CCN(CC2)CCCOC=2C=CC(N(N2)C2=CC=C(C=C2)F)=O